NC=1C(=CC(=C(C1)NC1=NC=C(C(=N1)C1=CN(C2=CC=CC=C12)C1COC1)C#N)OC)N(C)CCN(C)C 2-((5-amino-4-((2-(dimethylamino)ethyl)(methyl)amino)-2-methoxyphenyl)amino)-4-(1-(oxetan-3-yl)-1H-indol-3-yl)pyrimidine-5-carbonitrile